3-(Benzyloxy)-N,N-bis[4-[(tert-butyldiphenylsilyl)oxy]butyl]aniline C(C1=CC=CC=C1)OC=1C=C(N(CCCCO[Si](C2=CC=CC=C2)(C2=CC=CC=C2)C(C)(C)C)CCCCO[Si](C2=CC=CC=C2)(C2=CC=CC=C2)C(C)(C)C)C=CC1